C(#N)C1=NC=CC(=C1)C L-2-cyano-4-methyl-pyridine